((3-methyl-1,4-dioxo-1,4-dihydronaphthalen-2-yl)methyl)nicotinonitrile CC1=C(C(C2=CC=CC=C2C1=O)=O)CC1=C(C#N)C=CC=N1